ClC=1C=C(C=NC1)C#CC=1C(=C(C(=CC1)O)N1CC(NS1(=O)=O)=O)F 5-(3-((5-chloropyridin-3-yl)ethynyl)-2-fluoro-6-hydroxyphenyl)-1,2,5-thiadiazolidin-3-one 1,1-dioxide